2-(6-{5-chloro-2-[(oxacyclohex-4-yl)amino]pyrimidin-4-yl}-1-oxo-2,3-dihydro-1H-isoindol-2-yl)-N-[1-(3-fluoropyridin-2-yl)ethyl]acetamide ClC=1C(=NC(=NC1)NC1CCOCC1)C1=CC=C2CN(C(C2=C1)=O)CC(=O)NC(C)C1=NC=CC=C1F